methyl 6-bromo-2-methylquinoline-4-carboxylate BrC=1C=C2C(=CC(=NC2=CC1)C)C(=O)OC